OC(=O)C(F)(F)F.C1(CCCC1)CN(CCN1C2CC(CC1CC2)C=2C=C(C(=O)N)C=CC2)C(C(C)(C)C)=O 3-endo-(8-{2-[cyclopentylmethyl-(2,2-dimethylpropionyl)amino]ethyl}-8-azabicyclo[3.2.1]oct-3-yl)-benzamide TFA salt